OC1=CC=C(C=C1)CCC(=O)[O-] 3-(4-Hydroxyphenyl)propionat